N1N=C(C=C1)C=1C(=NC=CC1)NCC1=C(C=C(C=C1)F)O 2-(((3-(1H-pyrazol-3-yl)pyridin-2-yl)amino)methyl)-5-fluorophenol